11-(4-chloro-2,6-xylyl)-12-hydroxy-1,4-dioxa-9-azadispiro[4.2.4.2]tetradecan-11-en-10-one ClC1=CC(=C(C(=C1)C)C=1C(NC2(CCC3(OCCO3)CC2)C1O)=O)C